(2R)-2-(tert-butoxycarbonylamino)-3,3,3-trifluoro-2-methyl-propanoic acid C(C)(C)(C)OC(=O)N[C@](C(=O)O)(C(F)(F)F)C